C1(CCC1)[C@H](C)N (S)-1-cyclobutylethylamine